C1(C(CCC1([2H])[2H])([2H])[2H])N1C(C2=CC=C(C=C2C1)O)=O 2-(cyclopentyl-2,2,5,5-d4)-5-hydroxyisoindolin-1-one